OCCNCC(CCCCCCCCCC)O 1-[(2-hydroxyethyl)amino]dodecan-2-ol